behenamidopropyl-(behenamidopropyl)dimethylamine C(CCCCCCCCCCCCCCCCCCCCC)(=O)NCCCCN(C)CCCNC(CCCCCCCCCCCCCCCCCCCCC)=O